(E)-4-(2-ferrocenyl-2-(4-methoxyphenyl)vinyl)-1,2-dimethoxybenzene [C-]1(C=CC=C1)\C(=C/C1=CC(=C(C=C1)OC)OC)\C1=CC=C(C=C1)OC.[CH-]1C=CC=C1.[Fe+2]